The molecule is a vinylarene that is benzene carrying a vinyl group. It has been isolated from the benzoin resin produced by Styrax species. It has a role as a mutagen, a plant metabolite and a mouse metabolite. It is a vinylarene, an acyclic olefin, a volatile organic compound and a member of styrenes. C=CC1=CC=CC=C1